N-[1-(3,5-Difluoropyridin-2-yl)-5-fluoro-1H-indazol-3-yl]-2-(trifluoromethyl)benzamide FC=1C(=NC=C(C1)F)N1N=C(C2=CC(=CC=C12)F)NC(C1=C(C=CC=C1)C(F)(F)F)=O